tert-butyl (R)-((3-fluorobicyclo[1.1.1]pentan-1-yl)methyl)(1-(6-(3-((4-oxo-4H-pyrido[1,2-a]pyrimidin-2-yl)carbamoyl)oxetan-3-yl)pyridin-3-yl)piperidin-3-yl)carbamate FC12CC(C1)(C2)CN(C(OC(C)(C)C)=O)[C@H]2CN(CCC2)C=2C=NC(=CC2)C2(COC2)C(NC=2N=C1N(C(C2)=O)C=CC=C1)=O